C1(CC1)COC1=NC=C(C=C1C1=CN(C(C2=CC=CC=C12)=O)C)S(=O)(=O)C 4-[2-(cyclopropylmethoxy)-5-methylsulfonylpyridin-3-yl]-2-methylisoquinolin-1-one